4,8-dioxo-N-(2-(piperidin-1-yl)ethyl)-4,8-dihydrothieno[2',3':4,5]benzo[1,2-c][1,2,5]thiadiazole-6-carboxamide O=C1C2=C(C(C3=NSN=C31)=O)C=C(S2)C(=O)NCCN2CCCCC2